(R)-1-((7-cyano-2-(3'-(7-(((R)-3-hydroxypyrrolidin-1-yl)methyl)pyrido[3,2-d]pyrimidin-4-ylamino)-2,2'-dimethylbiphenyl-3-yl)benzo[d]oxazol-5-yl)methyl)-3-methylpyrrolidine C(#N)C1=CC(=CC=2N=C(OC21)C=2C(=C(C=CC2)C2=C(C(=CC=C2)NC=2C1=C(N=CN2)C=C(C=N1)CN1C[C@@H](CC1)O)C)C)CN1C[C@@H](CC1)C